C1(=CC=CC=C1)P([O-])=O.[Al+3].C1(=CC=CC=C1)P([O-])=O.C1(=CC=CC=C1)P([O-])=O Aluminium phenylphosphinat